2-(METHYLAMINO)PYRIMIDINE-4-CARBOXALDEHYDE CNC1=NC=CC(=N1)C=O